methyl 4-(1H-pyrazol-4-yl)benzoate hydrochloride Cl.N1N=CC(=C1)C1=CC=C(C(=O)OC)C=C1